FC(OC1=CC=C(C[C@@H]2CC3(CN(C3)C(=O)C3CC(C3)(C)O)CC2)C=C1)F |r| (rac)-(6-(4-(difluoromethoxy)benzyl)-2-azaspiro[3.4]oct-2-yl)((1s,3s)-3-hydroxy-3-methylcyclobutyl)methanone